Oleic palmitoyl amide C(CCCCCCCCCCCCCCC)(=O)NC(CCCCCCC\C=C/CCCCCCCC)=O